((cis)-3-(aminomethyl)cyclopentyl)methanol tert-butyl-((4-chloropyrido[3,4-d]pyrimidin-2-yl)methyl)carbamate C(C)(C)(C)N(C(=O)OC[C@@H]1C[C@@H](CC1)CN)CC=1N=C(C2=C(N1)C=NC=C2)Cl